5-chloro-2-fluoro-N-(4-{3-methyl-4-[(3S)-pyrrolidin-3-yloxy]-1H-pyrazolo[3,4-d]pyrimidin-6-yl}phenyl)benzenesulfonamide ClC=1C=CC(=C(C1)S(=O)(=O)NC1=CC=C(C=C1)C1=NC(=C2C(=N1)NN=C2C)O[C@@H]2CNCC2)F